N-hexadecyl-2-methyl-3-tetrahydropyranyloxypyridin-4-one C(CCCCCCCCCCCCCCC)N1C(=C(C(C=C1)=O)OC1OCCCC1)C